2-((1r,3s)-1-(3-amino-4-(6-(1-methyl-1H-pyrazol-4-yl)pyrazolo[1,5-a]pyrazin-4-yl)-1H-pyrazol-1-yl)-3-hydroxycyclobutyl)acetonitrile NC1=NN(C=C1C=1C=2N(C=C(N1)C=1C=NN(C1)C)N=CC2)C2(CC(C2)O)CC#N